N-(3-(7-(5-acetylthiophen-2-yl)quinolin-5-yl)oxetan-3-yl)-2-methylpropane-2-sulfinamide C(C)(=O)C1=CC=C(S1)C1=CC(=C2C=CC=NC2=C1)C1(COC1)NS(=O)C(C)(C)C